N-((7R)-2-cyano-2-azabicyclo[2.2.1]heptan-7-yl)-5-(2-((4-fluorophenyl)thio)phenyl)thiazole-2-carboxamide C(#N)N1C2CCC(C1)[C@H]2NC(=O)C=2SC(=CN2)C2=C(C=CC=C2)SC2=CC=C(C=C2)F